2-(2-(cyclobutanesulfonylamino)pyrimidin-4-yl)-N-(4-(6-methoxypyrazin-2-yl)phenyl)-2-methylpropanamide C1(CCC1)S(=O)(=O)NC1=NC=CC(=N1)C(C(=O)NC1=CC=C(C=C1)C1=NC(=CN=C1)OC)(C)C